FC(C1=CC=C(C=N1)C1=NN(C2=NC=CC=C21)C2CN(C2)C(C=C)=O)(F)F 1-(3-(3-(6-(trifluoromethyl)pyridin-3-yl)-1H-pyrazolo[3,4-b]-pyridin-1-yl)azetidin-1-yl)prop-2-en-1-one